C(#N)C=1C(=NC(=NC1)NC=1C(=CC(=C(C1)NC(C=C)=O)N(C)CCN(C)C)OC)NC=1C=C(C=CC1)C N-(5-((5-cyano-4-(m-tolylamino)pyrimidin-2-yl)amino)-2-((2-(dimethyl-amino)ethyl)(methyl)amino)-4-methoxyphenyl)acrylamide